C(CCC)N(C=1C=C(C=CC1)O)CCCC N,N-dibutyl-3-aminophenol